2,6-DIPHENYL-1,4-PHENYLENOXID C1(=CC=CC=C1)C1=C2C(=CC(=C1)O2)C2=CC=CC=C2